1,4-diphenyl-benzene C1(=CC=CC=C1)C1=CC=C(C=C1)C1=CC=CC=C1